phosphoric acid 2-(methacryloyloxy)ethyl 2-(trimethylammonio)ethyl ester C[N+](CCOP(OCCOC(C(=C)C)=O)(O)=O)(C)C